O[C@H]1CO[C@H]([C@@H]([C@H]1O)O)OC1=C(C(=C(C(=C1F)F)CC1(C(C=2CCC(OC2C2=C1C=CC=C2)(C)C)=O)O)F)F (2S,3S,4S,5R,6S)-3,4,5-trihydroxy-6-(2,3,5,6-tetrafluoro-4-((6-hydroxy-2,2-dimethyl-5-oxo-3,4,5,6-tetrahydro-2H-benzo[h]chromen-6-yl)methyl)phenoxy)tetrahydro-2H-pyran